N-((1r,4r)-4-((5-(imidazo[1,2-b]pyridazin-6-yl)-4-(methylamino)-7H-pyrrolo[2,3-d]pyrimidin-2-yl)amino)-1-methylcyclohexyl)acetamide N=1C=CN2N=C(C=CC21)C2=CNC=1N=C(N=C(C12)NC)NC1CCC(CC1)(C)NC(C)=O